FC1=CC=C(C=C1)C(C=1C=CC(=NC1)C(C(=O)N)C)O (5-((4-fluorophenyl)(hydroxy)methyl)pyridin-2-yl)propanamide